FC1=C(C(=CC(=C1)C1=NN(C=N1)C1=CC=C(C=C1)OC(F)(F)F)F)NC(=O)\N=C\1/SCC(N1C1=C(C=CC(=C1)N(C)C)C(C)C)=O (Z)-1-(2,6-difluoro-4-(1-(4-(trifluoromethoxy)phenyl)-1H-1,2,4-triazol-3-yl)phenyl)-3-(3-(5-(dimethylamino)-2-isopropylphenyl)-4-oxothiazolidin-2-ylidene)urea